1-(2-hydroxy-5-nitrophenyl)ethan-1-one OC1=C(C=C(C=C1)[N+](=O)[O-])C(C)=O